COC(C1=CC(=CC(=C1)CO)CO)=O 3,5-bis-(hydroxymethyl)-benzoic acid methyl ester